FC1=C(C(=CC=C1)C)C1CCN(CC1)C1=CC=2C(=NC=CN2)N(C1=O)CC1=NC=CC=C1C(F)(F)F 7-(4-(2-fluoro-6-methylphenyl)piperidin-1-yl)-5-((3-(trifluoromethyl)pyridin-2-yl)methyl)pyrido[2,3-b]pyrazin-6(5H)-one